FC1=C(C=CC(=C1C)NC1=NC(=CC=C1[N+](=O)[O-])C1=CC=CC=C1)NC(=O)C1CCC(CC1)C(=O)OC methyl (1r,4r)-4-((2-fluoro-3-methyl-4-((3-nitro-6-phenylpyridin-2-yl)amino)phenyl)carbamoyl)cyclohexane-1-carboxylate